tert-butyl (2R,6R)-4-{[(Z)-(1-{2-[(tert-butoxycarbonyl)amino]-1,3-thiazol-4-yl}-2-oxo-2-{[(4S)-3-oxo-1,2-oxazolidin-4-yl]amino}ethylidene)amino]oxy}-2,6-dimethyloxane-4-carboxylate C(C)(C)(C)OC(=O)NC=1SC=C(N1)/C(/C(N[C@@H]1C(NOC1)=O)=O)=N/OC1(C[C@H](O[C@@H](C1)C)C)C(=O)OC(C)(C)C